sec-butyl 2-(2-hydroxyethyl)piperidine-1-carboxylate OCCC1N(CCCC1)C(=O)OC(C)CC